(2,4-dimethoxyphenyl)-N-(7-(hydroxyamino)-7-oxoheptyl)thiazole-5-formamide COC1=C(C=CC(=C1)OC)C=1SC(=CN1)C(=O)NCCCCCCC(=O)NO